Methyl 5-({[1-(5-chloro-2-fluoro-phenyl) cyclopropyl] carbonyl} amino)-2-(1-cyclobutyl-1H-pyrazol-4-yl)benzoate ClC=1C=CC(=C(C1)C1(CC1)C(=O)NC=1C=CC(=C(C(=O)OC)C1)C=1C=NN(C1)C1CCC1)F